C(C)(C)N(P(O[C@@H]1[C@H](O[C@H]([C@@H]1CC=C)N1C(N(C(C=C1)=O)C(C1=CC=CC=C1)=O)=O)\C=C\P(=O)(OC)OC)OCCC#N)C(C)C (2R,3S,4R,5R)-4-allyl-5-(3-benzoyl-2,4-dioxo-3,4-dihydropyrimidin-1(2H)-yl)-2-((E)-2-(dimethoxyphosphoryl) vinyl)-tetrahydrofuran-3-yl (2-cyanoethyl) diisopropylphosphoramidite